Di(isostearyl)thiodipropionate C(CCCCCCCCCCCCCCC(C)C)OC(CCSCCC(=O)OCCCCCCCCCCCCCCCC(C)C)=O